N-{2-[6-chloro-3-(trifluoromethyl)pyridin-2-yl]-5-[4-(difluoromethoxy)phenyl]-1-methyl-3-oxo-2,3-dihydro-1H-pyrazol-4-yl}-4-(difluoromethoxy)benzamide ClC1=CC=C(C(=N1)N1N(C(=C(C1=O)NC(C1=CC=C(C=C1)OC(F)F)=O)C1=CC=C(C=C1)OC(F)F)C)C(F)(F)F